5-((1H-pyrazol-1-yl)methyl)-N-((2,3-dihydrobenzofuran-7-yl)sulfonyl)-6-methoxypicolinamide N1(N=CC=C1)CC=1C=CC(=NC1OC)C(=O)NS(=O)(=O)C1=CC=CC=2CCOC21